tert-butyl 7-chloro-6-fluoro-4-methyl-9-(1-methylpyrazol-3-yl)-1,3,4,5-tetrahydropyrido[4,3-b]indole-2-carboxylate ClC=1C=C(C=2C3=C(NC2C1F)C(CN(C3)C(=O)OC(C)(C)C)C)C3=NN(C=C3)C